tert-Butyl (2-(4-(5-fluoropyrimidin-2-yl)cyclohex-3-en-1-yl)ethyl)(tetrahydro-2H-pyran-4-yl)carbamate FC=1C=NC(=NC1)C1=CCC(CC1)CCN(C(OC(C)(C)C)=O)C1CCOCC1